Cl.FC1=C(C=C(C=C1C)N1N=C2C([C@@H](NCC2)C)=C1N1C(N(CC1)C1=CC=C(C=C1)S(=N)(=O)C)=O)C (4-{1-[(4S)-2-(4-fluoro-3,5-dimethylphenyl)-4-methyl-4,5,6,7-tetrahydropyrazolo[4,3-c]pyridin-3-yl]-2-oxotetrahydro-1H-imidazol-3-yl}phenyl)(methyl)(oxo)-λ6-sulfanimine HCl salt